2-(2,3-dihydrobenzo[b][1,4]dioxin-2-yl-6-d)-4,5-dihydro-1H-imidazole-4,5-d2 O1C2=C(OCC1C=1NC(C(N1)[2H])[2H])C=C(C=C2)[2H]